BrC=1C=C(C=C(C1)Cl)NC(=O)NC1=CC(=CC(=C1)OC(F)(F)F)Br 1-(3-bromo-5-chlorophenyl)-3-(3-bromo-5-trifluoromethoxyphenyl)urea